iron-niobium-oxide [O-2].[Nb+5].[Fe+2]